(2Z)-3-amino-4,4-difluoropent-2-enoate N\C(=C/C(=O)[O-])\C(C)(F)F